C(C)(C)(C)OC(=O)N1CCC(CCC1)C=1C=CC(=C(C(=O)O)C1)OC 5-(1-(tert-Butoxycarbonyl)azepan-4-yl)-2-methoxybenzoic acid